hydroxyimino-(4-methylsulfanyl-phenyl)-acetic acid ethyl ester C(C)OC(C(C1=CC=C(C=C1)SC)=NO)=O